5-((4-(Benzo[d]isothiazol-3-yl)piperazin-1-yl)methyl)-2-(2,4-dioxotetrahydropyrimidine-1(2H)-yl)isoindoline-1,3-dione S1N=C(C2=C1C=CC=C2)N2CCN(CC2)CC=2C=C1C(N(C(C1=CC2)=O)N2C(NC(CC2)=O)=O)=O